6-chloro-1-methyl-4-(6-((1-(trifluoromethyl)cyclopropyl)ethynyl)-2,3-dihydrobenzo[e][1,4]oxazepin-1(5H)-yl)pyrido[3,2-d]pyrimidin-2(1H)-one ClC=1C=CC=2N(C(N=C(C2N1)N1CCOCC2=C1C=CC=C2C#CC2(CC2)C(F)(F)F)=O)C